N-(8-Fluoro-3-methyl-6-oxo-1,2,3,4,5,6-hexahydrobenzo[c][1,7]naphthyridin-1-yl)-N-methyl-1H-indole-2-carboxamide FC=1C=CC2=C(C(NC=3CN(CC(C23)N(C(=O)C=2NC3=CC=CC=C3C2)C)C)=O)C1